C(C)(C)(C)OC(=O)N[C@H](C(=O)O)CC1=CC(=CC=C1)C1(CC1)B(O)O (2S)-2-[(tert-butoxycarbonyl)amino]-3-{3-[1-(dihydroxyboranyl)cyclopropyl]phenyl}propanoic acid